trans-tert-butyl (2-(2-(5,6,7,8-tetrahydro-1,8-naphthyridin-2-yl)ethyl)cyclopropyl)carbamate N1=C(C=CC=2CCCNC12)CC[C@H]1[C@@H](C1)NC(OC(C)(C)C)=O